C(#N)N1CCC(CC1)N1N=NC(=C1C)C1=CC=2N(C(=C1)OC1C(CC=3C1=NC=CC3)(C)C)C(=CN2)C#N 7-[1-(1-Cyano-4-piperidyl)-5-methyl-triazol-4-yl]-5-[(6,6-dimethyl-5,7-dihydrocyclopenta[b]pyridin-7-yl)oxy]imidazo[1,2-a]pyridine-3-carbonitrile